FC1=CC=C(C=C1)C(CC(=O)[O-])=O 3-(4-fluorophenyl)-3-oxopropionate